O1C(=NC2=C1C=CC=C2)C2CCC(CC2)CNC(C2=CC(=C(C(=C2)F)O)F)=O N-{[(1r,4r)-4-(1,3-Benzoxazol-2-yl)cyclohexyl]methyl}-3,5-difluoro-4-hydroxybenzamide